COC(C(C(C(F)(F)F)(F)F)(F)F)(F)F 1-methoxy-1,1,2,2,3,3,4,4,4-nonafluorobutane